N-[6-(5-chloro-2-fluorophenyl)pyridazin-4-yl]-7-(2-{[2-(methylamino)ethyl]amino}ethoxy)quinolin-4-amine ClC=1C=CC(=C(C1)C1=CC(=CN=N1)NC1=CC=NC2=CC(=CC=C12)OCCNCCNC)F